BrC=1C=C2C(=C(NC2=CC1)I)CC(CO[Si](C1=CC=CC=C1)(C1=CC=CC=C1)C(C)(C)C)(C)C 5-bromo-3-[3-[(tert-butyldiphenylsilyl)oxy]-2,2-dimethylpropyl]-2-iodo-1H-indole